[4-[3-(chloroamino)-4-[(chloroamino)methyl]pyrazol-1-yl]-1-piperidyl]-(1-methylcyclobutyl)methanone ClNC1=NN(C=C1CNCl)C1CCN(CC1)C(=O)C1(CCC1)C